trans-3-(4-bromo-3,5-dichlorophenyl)-2,2-dichloropropane-1-carboxylic acid BrC1=C(C=C(C=C1Cl)CC(CC(=O)O)(Cl)Cl)Cl